N-(4-(5-methyl-1,3,4,5-tetrahydro-2H-pyrido[4,3-b]indol-2-yl)butyl)quinoline-4-carboxamide CN1C2=C(C=3C=CC=CC13)CN(CC2)CCCCNC(=O)C2=CC=NC1=CC=CC=C21